C1(CC1)C1=NC=NC(=C1C=1N=C(C2=C(N1)CCN(C2)C#N)NCC21C3C4C5(C3C2C5C14)C=1N(C=C(N1)C(F)(F)F)C(C)C)OC 2-(4-cyclopropyl-6-methoxypyrimidin-5-yl)-4-(((4-(1-isopropyl-4-(trifluoro-methyl)-1H-imidazol-2-yl)cuban-1-yl)methyl)amino)-7,8-dihydropyrido[4,3-d]pyrimidine-6(5H)-carbonitrile